2-O-(4-methoxyphenyl)lactic acid COC1=CC=C(C=C1)OC(C(=O)O)C